C(C1=CC=CC=C1)OC1=NC(=CC=C1C1=CC(=C(C=C1)N1CCN(CC1)C(=O)OC(C)(C)C)F)OCC1=CC=CC=C1 tert-butyl 4-(4-(2,6-bis(benzyloxy)pyridin-3-yl)-2-fluorophenyl)piperazine-1-carboxylate